5-benzyl-3-((isoquinolin-1-carboxamido)methyl)-N-((R)-1-((3aS,4S,6S,7aR)-3a,5,5-trimethylhexahydro-4,6-methanobenzo[d][1,3,2]dioxaborol-2-yl)propyl)-4,5-dihydroisoxazol-5-carboxamide C(C1=CC=CC=C1)C1(CC(=NO1)CNC(=O)C1=NC=CC2=CC=CC=C12)C(=O)N[C@@H](CC)B1O[C@@]2([C@H](O1)C[C@H]1C([C@@H]2C1)(C)C)C